BrC=1C=C(C=CC1)C1(CN(CC1)C(=O)OC(C)(C)C)CO tert-butyl 3-(3-bromophenyl)-3-(hydroxymethyl)pyrrolidine-1-carboxylate